(S)-1-(4-chlorophenyl)-N-((1R,2R)-1-(8-fluoro-2,3-dihydrobenzo[b][1,4]dioxin-6-yl)-1-hydroxy-3-(pyrrolidin-1-yl)propan-2-yl)pyrrolidine-3-carboxamide ClC1=CC=C(C=C1)N1C[C@H](CC1)C(=O)N[C@@H]([C@H](O)C1=CC2=C(OCCO2)C(=C1)F)CN1CCCC1